mono-p-nonylphenol C(CCCCCCCC)C1=CC=C(C=C1)O